(S)-10-fluoro-N-hydroxy-1,3,4,6,11,11a-hexahydro-2H-pyrido[1,2-b]isoquinoline-8-carboxamide FC=1C=2C[C@H]3N(CC2C=C(C1)C(=O)NO)CCCC3